FC(C=1OC2=C(C1C(=O)NC1(COC1)CO)C=C(C=C2)OCC2=C(N=CS2)C)F 2-(difluoromethyl)-N-(3-(hydroxymethyl)oxetan-3-yl)-5-((4-methylthiazol-5-yl)methoxy)benzofuran-3-carboxamide